L-alanine benzyl-glycinate hydrochloride Cl.C(C1=CC=CC=C1)NCC(=O)O.N[C@@H](C)C(=O)O